NC1=NC=2C=CC(=CC2C2=C1COC2)C(=O)N(CC=2N=NC(=CC2)C(F)(F)F)CC(C)C 4-amino-N-(2-methylpropyl)-N-((6-(trifluoromethyl)-3-pyridazinyl)methyl)-1,3-dihydrofuro[3,4-c]quinoline-8-carboxamide